C1(CC1)OC=1C(N(C=C2C1N=C(N=C2N[C@H](C)C2=C(C(=CC=C2)C(F)F)F)C)C2(CC2)C)=O (R)-8-Cyclopropoxy-4-((1-(3-(difluoromethyl)-2-fluorophenyl)ethyl)amino)-2-methyl-6-(1-methylcyclopropyl)pyrido[4,3-d]pyrimidin-7(6H)-one